pyridin-6-yl 3-azido-3-deoxy-1-thio-α-D-galactopyranoside N(=[N+]=[N-])[C@@H]1[C@H]([C@@H](SC2=CC=CC=N2)O[C@@H]([C@@H]1O)CO)O